2,4,9-trimethyl-6-((1-methyl-1H-pyrazol-4-yl)amino)-4,9-dihydro-10H-pyrimido[5,4-b]thiazolo[5,4-e][1,4]diazepin-10-one CC=1SC=2N(C3=C(N(C(C2N1)=O)C)C=NC(=N3)NC=3C=NN(C3)C)C